[O-2].[Ti+4].[Fe+2].[Cu+2].[Ag+] silver-copper-iron-titanium oxide